4-(1-((7-morpholino-5-(3-(m-tolyl)-1H-pyrazol-1-yl)-3H-imidazo[4,5-b]pyridin-2-yl)methyl)piperidin-4-yl)morpholine O1CCN(CC1)C1=C2C(=NC(=C1)N1N=C(C=C1)C=1C=C(C=CC1)C)NC(=N2)CN2CCC(CC2)N2CCOCC2